CC(C1=CC=CC=C1)NS(=O)(=O)C2=CC=CC=C2 N-(1-phenylethyl)benzenesulfonamide